NC=1C=CC(=C(C1)C1C2=C(CNC1)SC(=C2)C#N)C=2C(=NN(C2)CC)C(F)(F)F 4-(5-Amino-2-(1-ethyl-3-(trifluoromethyl)-1H-pyrazol-4-yl)phenyl)-4,5,6,7-tetrahydrothieno[2,3-c]pyridine-2-carbonitrile